C1CCP(CC1)S thiophosphane